C1(CC1)C=1N=CN(C1)C1=CC2=C(C(NC2=O)(C)C)S1 2-(4-cyclopropyl-1H-imidazol-1-yl)-6,6-dimethyl-5,6-dihydro-4H-thieno[2,3-c]pyrrol-4-one